BrC1=C2C(CC(C2=CC=2C=C(CC12)C)(C)C)(C)C 4-bromo-1,1,3,3,6-pentamethyl-1,2,3,5-tetrahydro-s-indacene